N1OC(CCO1)NC1=CC(=C(C=C1)C1CCN(CC1)CC(=O)O)F 2-(4-(4-((2,6-dioxapiperidin-3-yl)amino)-2-fluorophenyl)piperidin-1-yl)acetic acid